4-(4-((1-(4-((S)-2-(3-chloro-4-cyanophenyl)-3-methyl-2,8-diazaspiro[4.5]decane-8-yl)benzoyl)piperidin-4-yl)methyl)piperazin-1-yl)-N-(2,6-dioxopiperidin-3-yl)-2-fluorobenzamide ClC=1C=C(C=CC1C#N)N1CC2(C[C@@H]1C)CCN(CC2)C2=CC=C(C(=O)N1CCC(CC1)CN1CCN(CC1)C1=CC(=C(C(=O)NC3C(NC(CC3)=O)=O)C=C1)F)C=C2